morphinan C1=CC=CC=2[C@@]34CCCC[C@H]3[C@@H](CC12)NCC4